L-histidine-HCl Cl.N[C@@H](CC1=CNC=N1)C(=O)O